(1R,3aS,10aR)-1-{(1E,3ξ)-3-[1-(4-fluorophenyl)cyclopropyl]-3-hydroxy-1-propen-1-yl}-2,3,3a,9,10,10a-hexahydro-1H-benzo[b]cyclopenta[f]oxepin-6-carboxylic acid FC1=CC=C(C=C1)C1(CC1)C(/C=C/[C@H]1CC[C@H]2[C@@H]1CCC1=C(O2)C=C(C=C1)C(=O)O)O